3,3,3-trifluoro-2-(trifluoromethyl)propane-1,2-diol FC(C(CO)(O)C(F)(F)F)(F)F